OCCN(CCO)CCCN(CCCCCCCC\C=C/CCCCCCCC)CCO bishydroxyethylaminopropyl-hydroxyethyl-oleylamine